ortho-styrenesulfonic acid C=CC=1C(=CC=CC1)S(=O)(=O)O